N4-cyclopropyl-N2-(2-methoxy-4-((4-morpholino-piperidin-1-yl)sulfonyl)phenyl)-5-(trifluoromethyl)-7H-pyrrolo[2,3-d]pyrimidine-2,4-diamine C1(CC1)NC=1C2=C(N=C(N1)NC1=C(C=C(C=C1)S(=O)(=O)N1CCC(CC1)N1CCOCC1)OC)NC=C2C(F)(F)F